ethyl 4-(2-oxopiperazin-1-yl)benzoate hydrochloride salt Cl.O=C1N(CCNC1)C1=CC=C(C(=O)OCC)C=C1